1-(tert-butoxycarbonyl)-3-hydroxypyrrolidine-3-carboxylic acid C(C)(C)(C)OC(=O)N1CC(CC1)(C(=O)O)O